3-(trifluoromethyl)oxetan-3-yl 4-(3-hydroxypropyl)piperidine-1-carboxylate OCCCC1CCN(CC1)C(=O)OC1(COC1)C(F)(F)F